5-((S)-1-(2-chloro-3-fluorophenyl)ethoxy)-N-((R,E)-4-(methylsulfonyl)but-3-en-2-yl)pyrimidine-2-carboxamide ClC1=C(C=CC=C1F)[C@H](C)OC=1C=NC(=NC1)C(=O)N[C@H](C)\C=C\S(=O)(=O)C